C(C)(C)(C)C1=C(C(=CC(=C1)C(CC1=CC=CC=C1)C1=CC=CC=C1)C(C)(C)C)O 2,6-di-tert-butyl-4-(1,2-diphenylethyl)phenol